(S)-2-(2,5-dichlorothiazole-4-carboxamido)-N1-(1-(2-(2-adamantylamino)-2-oxoethyl)-2-oxo-1,2-dihydropyridin-3-yl)-N6-methyl-5-oxohexanediamide ClC=1SC(=C(N1)C(=O)N[C@H](C(=O)NC=1C(N(C=CC1)CC(=O)NC1C2CC3CC(CC1C3)C2)=O)CCC(C(=O)NC)=O)Cl